CarbodiimidE N=C=N